C(=O)(O)C1=C(C(=NC=C1)C1=NC=CC=C1)C(=O)O dicarboxy-2,2-bipyridine